FC1=CC=C2C=C(C=C(C2=C1C#C[Si](C(C)C)(C(C)C)C(C)C)B(O)O)C(=O)OC [7-fluoro-3-methoxycarbonyl-8-(2-triisopropylsilylethynyl)-1-naphthyl]boronic acid